C(=C)N1COC=C1 N-vinyl-oxazoline